(1-cyclopropylpiperidin-4-yl)(4-(3-(3,4-dimethoxyphenyl)-2-methyl-1H-pyrrolo[2,3-c]pyridin-5-yl)piperidin-1-yl)methanone C1(CC1)N1CCC(CC1)C(=O)N1CCC(CC1)C=1C=C2C(=CN1)NC(=C2C2=CC(=C(C=C2)OC)OC)C